ClC=1C(=C(C(=C(C1)[C@@H]1[C@H](O[C@@]([C@H]1C)(C(F)(F)F)C)C(=O)NC1=CC(=NC=C1)C(=O)N)OC)F)F 4-[[(2S,3R,4S,5S)-3-(5-chloro-3,4-difluoro-2-methoxy-phenyl)-4,5-dimethyl-5-(trifluoromethyl)tetrahydrofuran-2-carbonyl]amino]pyridine-2-carboxamide